R-N-((3,3-difluoropiperidin-4-yl)methyl)-[1,2,4]-triazolo[1,5-a]pyridin-2-amine trifluoroacetate salt FC(C(=O)O)(F)F.FC1(CNCC[C@@H]1CNC1=NN2C(C=CC=C2)=N1)F